2-methyl-6-(1-methylcyclopropoxy)pyridin-3-amine CC1=NC(=CC=C1N)OC1(CC1)C